(E)-6,8-difluoro-2-(methoxyimino)-2H-chromene-3-thioamide FC=1C=C2C=C(\C(\OC2=C(C1)F)=N/OC)C(N)=S